C(C1=CC=CC=C1)(C1=CC=CC=C1)N1CCC(CC1)N1CCC2=C(CC1)C=CN=C2 7-(1-Benzhydrylpiperidin-4-yl)-6,7,8,9-tetrahydro-5H-pyrido[3,4-d]azepine